NC(CC)S(=O)(=O)[O-].[Na+] sodium 1-aminopropyl-sulfonate